1-(3-hydroxypropyl)-6-((1-((1-methylcyclopropyl)sulfonyl)cyclopropyl)methyl)-7-oxo-4,5,6,7-tetrahydro-1H-pyrazolo[3,4-c]pyridine-3-carboxamide OCCCN1N=C(C2=C1C(N(CC2)CC2(CC2)S(=O)(=O)C2(CC2)C)=O)C(=O)N